C(C)[C@]1(O)[C@@H]([C@@H](OC(C)=O)[C@@H](OC(C)=O)[C@H](O1)COC(C)=O)NC(C(F)(F)F)=O ethyl-2-deoxy-2-trifluoroacetylamino-3,4,6-tri-O-acetyl-β-D-galactopyranose